ClC1=C(C=CC(=C1Cl)C#N)NC=1N(C2=NC(=NC=C2N1)NC1CCC(CC1)(F)F)C1CCC(CC1)C(=O)N (1s,4s)-4-(8-(2,3-dichloro-4-cyanophenylamino)-2-(4,4-difluorocyclohexylamino)-9H-purin-9-yl)cyclohexanecarboxamide